(4-(dimethylphosphoryl)phenyl)-3-phenylpropionamide CP(=O)(C)C1=CC=C(C=C1)C(C(=O)N)CC1=CC=CC=C1